N-{[4-(piperazine-1-sulfonyl)phenyl]methyl}imidazo[1,2-a]pyridine-6-carboxamide N1(CCNCC1)S(=O)(=O)C1=CC=C(C=C1)CNC(=O)C=1C=CC=2N(C1)C=CN2